C(CCOC(C(CC(=O)[O-])=O)CC)OC(C(CC(=O)[O-])=O)CC.[Ti+4].C(CCOC(C(CC(=O)[O-])=O)CC)OC(C(CC(=O)[O-])=O)CC titanium 1,3-propylenedioxybis(ethylacetoacetate)